3-hydroxy-acrylamide OC=CC(=O)N